C(C)(C)C1=C(C=CC=C1)[C@H]1N(CCC1)C1CC2(C1)CCN(CC2)C2=CC=C(C(=O)O)C=C2 4-[2-[(2S)-2-(2-isopropylphenyl)pyrrolidin-1-yl]-7-azaspiro[3.5]nonan-7-yl]benzoic acid